CC=1C=C(NCC(=O)NC2=C(C(=O)NCC=3C=CC=C4C=NNC34)C=CC=C2)C=CC1 2-[2-(3-Methylanilino)acetamido]-N-[(1H-indazol-7-yl)methyl]benzamide